BrC=1C=C(C=C2CN(C(C12)=O)[C@@H](C(C)(C)O)C1CC1)F (R)-7-bromo-2-(1-cyclopropyl-2-hydroxy-2-methylpropyl)-5-fluoroisoindolin-1-one